N-(5-Chloro-1-(2,6-dimethoxyphenyl)-2-(6-ethoxypyridin-2-yl)-1H-imidazo[4,5-b]pyrazin-6-yl)-4-(difluoromethyl)benzene-sulfonamide ClC=1N=C2C(=NC1NS(=O)(=O)C1=CC=C(C=C1)C(F)F)N(C(=N2)C2=NC(=CC=C2)OCC)C2=C(C=CC=C2OC)OC